3-amino-4-(((2R,4R)-2-methyltetrahydro-2H-pyran-4-yl)amino)quinoline-6-carbonitrile NC=1C=NC2=CC=C(C=C2C1N[C@H]1C[C@H](OCC1)C)C#N